2-(4-((2-aminothiazol-5-yl)methyl)-3-methylpiperazin-1-yl)-N-(4-benzyl-phenyl)acetamide NC=1SC(=CN1)CN1C(CN(CC1)CC(=O)NC1=CC=C(C=C1)CC1=CC=CC=C1)C